1-(1-Methyl-3-(3-phenylpropyl)-1H-1,2,4-triazol-5-yl)pyrrolidine-2-carboxamide CN1N=C(N=C1N1C(CCC1)C(=O)N)CCCC1=CC=CC=C1